C1=CC=CC=2C3=CC=CC=C3C(C12)COC(=O)NC(CC(=O)O)CS(N)(=O)=O 3-((((9H-fluoren-9-yl)methoxy)carbonyl)amino)-4-sulfamoylbutanoic acid